2-[6-(ethylsulfanyl)-4-[(1r,3s)-3-methyl-1-(4-methyl-1,2,4-triazol-3-yl)cyclobutyl]pyridin-2-yl]-6-{[(3S)-3-methylpiperidin-1-yl]methyl}-4-(trifluoromethyl)-3H-isoindol-1-one C(C)SC1=CC(=CC(=N1)N1C(C2=CC(=CC(=C2C1)C(F)(F)F)CN1C[C@H](CCC1)C)=O)C1(CC(C1)C)C1=NN=CN1C